N-(5-chloro-2-hydroxyphenyl)cyclohexanecarboxamide ClC=1C=CC(=C(C1)NC(=O)C1CCCCC1)O